NC=1C(=C2C(=NC1C(=O)N)N(N=C2C#N)C)C2=C(C(=CC=C2)OC)C 5-amino-3-cyano-4-(3-methoxy-2-methylphenyl)-1-methyl-pyrazolo[3,4-b]pyridine-6-carboxamide